2-(2,6-Dimethyl-4-((2-oxo-3-phenyl-2,3-dihydro-1H-imidazol-1-yl)methyl)phenoxy)-2-methylpropanoic acid ethyl ester C(C)OC(C(C)(C)OC1=C(C=C(C=C1C)CN1C(N(C=C1)C1=CC=CC=C1)=O)C)=O